3-(aminomethyl)-6-methyl-4-(methylsulfanyl)-1H-pyridin-2-one NCC=1C(NC(=CC1SC)C)=O